C(C)C1=C(C=CC(=C1)CN1CC2(C1)CN(C2)S(=O)(=O)C)C2=C(C=C(C=C2)C(C(F)(F)F)(C(F)(F)F)O)OC 2-(2'-ethyl-2-methoxy-4'-((6-(methylsulfonyl)-2,6-diazaspiro[3.3]heptan-2-yl)methyl)-[1,1'-biphenyl]-4-yl)-1,1,1,3,3,3-hexafluoropropan-2-ol